(R)-N-(3-((3-(9H-purin-6-yl)pyridin-2-yl)amino)-4-methylphenyl)-2-(3-(trifluoromethyl)pyrrolidin-1-yl)acetamide N1=CN=C2NC=NC2=C1C=1C(=NC=CC1)NC=1C=C(C=CC1C)NC(CN1C[C@@H](CC1)C(F)(F)F)=O